BrC=1C(=NN(N1)C1=CC=C(C=C1)Cl)C12CC(C1)(C2)NC(=O)C=2OC(=CC2)C2(CC2)S(=O)(=O)C N-[3-[5-bromo-2-(4-chlorophenyl)triazol-4-yl]-1-bicyclo[1.1.1]pentanyl]-5-(1-methylsulfonylcyclopropyl)furan-2-carboxamide